2-(benzo[d][1,3]dioxolan-5-yl)ethan-1-amine O1COC2=C1C=CC(=C2)CCN